C=1(C=2N(C=CN1)C=CC2)N2CC(CC2)NC(=O)C2=NN(C=C2)C2CCOCC2 1-(tetrahydro-pyran-4-yl)-1H-pyrazole-3-carboxylic acid (1-pyrrolo[1,2-a]pyrazin-1-yl-pyrrolidin-3-yl)-amide